(S)-1'-(6-amino-5-((2,3-dichloro-pyridin-4-yl)thio)pyrazin-2-yl)-5,7-dihydrospiro[cyclopenta[b]pyridine-6,4'-piperidin]-5-amine NC1=C(N=CC(=N1)N1CCC2(CC1)[C@@H](C=1C(=NC=CC1)C2)N)SC2=C(C(=NC=C2)Cl)Cl